FC=1C=C(OC2(CN(C2)C(=O)OC(C)(C)C)C2=CC=CC=C2)C=CC1 tert-Butyl 3-(3-fluorophenoxy)-3-phenylazetidine-1-carboxylate